2-(ethylthio)-4,6-diaminopyrimidine C(C)SC1=NC(=CC(=N1)N)N